FC1(CCN(CC1)C1=NC(=CC(=C1)C1=NC=2C=CC3=C(C2C=C1)C1=C(S3)CN[C@@H](CN1)C)C#C)F (R)-3-(2-(4,4-difluoropiperidin-1-yl)-6-ethynylpyridin-4-yl)-10-methyl-9,10,11,12-tetrahydro-8H-[1,4]diazepino[5',6':4,5]thieno[3,2-f]quinolin